2-fluoro-N-(6-(5-(hydroxymethyl)benzothiazol-6-yl)imidazo[1,2-a]pyridin-2-yl)cyclopropane-1-carboxamide FC1C(C1)C(=O)NC=1N=C2N(C=C(C=C2)C2=CC3=C(N=CS3)C=C2CO)C1